rel-2-((1R,5R)-2,6-dioxabicyclo[3.2.1]octan-1-yl)-7-isopropoxy-N-(6-methylpyrazolo[1,5-a]pyrimidin-3-yl)imidazo[1,2-a]pyrimidine-6-carboxamide [C@]12(OCC[C@@H](OC1)C2)C=2N=C1N(C=C(C(=N1)OC(C)C)C(=O)NC=1C=NN3C1N=CC(=C3)C)C2 |o1:0,4|